N-{2-[(19S)-19-ethyl-19-hydroxy-14,18-dioxo-17-oxa-3,13-diazapentacyclo[11.8.0.02,11.04,9.015,20]henicosa-1(21),2,4,6,8,10,15(20)-heptaen-10-yl]ethyl}-N-(propan-2-yl)methanesulfonamide C(C)[C@]1(C(OCC=2C(N3CC4=C(C5=CC=CC=C5N=C4C3=CC12)CCN(S(=O)(=O)C)C(C)C)=O)=O)O